C(=C)N1C(=NCC1)C N-Vinyl-2-methylimidazolin